C(C)(C)(C)N1C=C(C=2C1=NC(=CC2)C(=O)N2CCC(CC2)C(=O)N(C)C2=NC(=C(C(=O)OC)C(=C2)C)C)C2=CC(=C(C=C2)Cl)F methyl 6-(1-(1-(tert-butyl)-3-(4-chloro-3-fluorophenyl)-1H-pyrrolo[2,3-b]pyridine-6-carbonyl)-N-methylpiperidine-4-carboxamido)-2,4-dimethylnicotinate